CC=1OC2=C(C1C(=O)N[C@@H](CO)C(=O)O)C=C(C=C2)OCC2=C(N=CS2)C (2-methyl-5-((4-methylthiazol-5-yl)methoxy)benzofuran-3-carbonyl)serine